2-[(1,5-dimethylpyrazol-4-yl)methyl]-2,6-diazaspiro[3.3]heptane CN1N=CC(=C1C)CN1CC2(C1)CNC2